bis(3,5-dimethyl-4-hydroxyphenyl)-2-furylmethane CC=1C=C(C=C(C1O)C)C(C=1OC=CC1)C1=CC(=C(C(=C1)C)O)C